methyl (1S,3S)-3-((6-(5-chloro-3-((E)-(hydroxyimino)methyl)thiophen-2-yl)-2-methylpyridin-3-yl)oxy)cyclohexane-1-carboxylate ClC1=CC(=C(S1)C1=CC=C(C(=N1)C)O[C@@H]1C[C@H](CCC1)C(=O)OC)/C=N/O